C[C@]1(OCC=2C=NC(=CC21)C(=O)N[C@@H]2C(NC1=C(CC2)C=C(C=C1F)F)=O)C(F)(F)F (1R)-1-methyl-N-[(3S)-7,9-difluoro-2-oxo-1,3,4,5-tetrahydro-1-benzazepin-3-yl]-1-(trifluoromethyl)-3H-furo[3,4-c]pyridine-6-carboxamide